Methyl 3-((6-chloroimidazo[1,2-b]pyridazin-3-yl) ethynyl)-2-methylbenzoate ClC=1C=CC=2N(N1)C(=CN2)C#CC=2C(=C(C(=O)OC)C=CC2)C